dicalcium furandicarboxylate O1C(=C(C=C1)C(=O)[O-])C(=O)[O-].[Ca+2].[Ca+2].O1C(=C(C=C1)C(=O)[O-])C(=O)[O-]